CC(CO)(C)N=S(=O)=O.[Na] sodium 2-methyl-2-(sulfonylamino)propan-1-ol